7-morpholino-4-(trifluoromethyl)phthalazin-1-amine O1CCN(CC1)C1=CC=C2C(=NN=C(C2=C1)N)C(F)(F)F